Ethyl (1S,2S)-2-(3-fluoro-4-(4,4,5,5-tetramethyl-1,3,2-dioxaborolan-2-yl)phenyl)cyclopropane-1-carboxylate FC=1C=C(C=CC1B1OC(C(O1)(C)C)(C)C)[C@@H]1[C@H](C1)C(=O)OCC